(1R,3S,5R)-2-(2-(3-acetyl-5-(2-methylpyrimidin-5-yl)-1H-indazol-1-yl)acetyl)-N-(6-bromo-3-methylpyridin-2-yl)-5-((tert-butylamino)methyl)-2-azabicyclo[3.1.0]hexane-3-carboxamide C(C)(=O)C1=NN(C2=CC=C(C=C12)C=1C=NC(=NC1)C)CC(=O)N1[C@@H]2C[C@@]2(C[C@H]1C(=O)NC1=NC(=CC=C1C)Br)CNC(C)(C)C